FC1CCN(CC1)C1(C(NC2=C(C=CC=C12)C(F)(F)F)=O)C1=CC=C(C=C1)O 3-(4-fluoropiperidin-1-yl)-3-(4-hydroxyphenyl)-7-(trifluoromethyl)indolin-2-one